1-phenyl-2,5,8,11,14-pentaoxaoctadecane C1(=CC=CC=C1)COCCOCCOCCOCCOCCCC